3,5-dimethylcyclopentyldimethoxysilane CC1CC(C(C1)C)[SiH](OC)OC